C(C)/C(/C(=O)OC[C@@H]1[C@H]([C@H]([C@@](O1)(N1C(=O)NC(=O)C(=C1)CC)CC)O)O)=C\C1=CC=C(C=C1)/C(=C(/CC)\C1=CC=CC=C1)/C1=CC2=C(N(N=N2)C2OCCCC2)C=C1 ethyl-5-ethyl-uridine (E)-ethyl-3-(4-((E)-2-phenyl-1-(1-(tetrahydro-2H-pyran-2-yl)-1H-benzo[d][1,2,3]triazol-5-yl)but-1-en-1-yl)phenyl)acrylate